N,N-dimethyl-2-[5-methyl-3-[7-morpholino-5-(3-phenylpyrazol-1-yl)pyrazolo[1,5-a]pyrimidin-2-yl]pyrazol-1-yl]ethanamine CN(CCN1N=C(C=C1C)C1=NN2C(N=C(C=C2N2CCOCC2)N2N=C(C=C2)C2=CC=CC=C2)=C1)C